N-(2-(2,2-dimethylpyrrolidin-1-yl)ethyl)-5-((6-((1,1-dioxido-tetrahydro-2H-thiopyran-4-yl)amino)-1-methyl-1H-pyrazolo[3,4-d]pyrimidin-3-yl)amino)-6-methylnicotinamide CC1(N(CCC1)CCNC(C1=CN=C(C(=C1)NC1=NN(C2=NC(=NC=C21)NC2CCS(CC2)(=O)=O)C)C)=O)C